2-methoxy-4-[(E)-[(5-methoxy-1,1-dioxo-1,2-benzothiazol-3-yl)-methyl-hydrazono]methyl]phenol COC1=C(C=CC(=C1)/C=N/N(C)C1=NS(C2=C1C=C(C=C2)OC)(=O)=O)O